C(C)N(CCCCO)CCCCO (ethylazanediyl)bis(butan-1-ol)